C(C)(C)(C)OC(=O)N1CCN(CC1)C=1C(=NC(=CC1)C(NC)=O)C=O 4-[2-formyl-6-(methylcarbamoyl)-3-pyridinyl]piperazine-1-carboxylic acid tert-butyl ester